COC1=CC2=C(C=C1)OCC1=C2N=C(S1)N 8-methoxy-4H-chromeno[4,3-d]thiazol-2-amine